[Fe+3].CC1=NN=C2N1C=NC=C2F methyl-8-fluoro-[1,2,4]triazolo[4,3-c]pyrimidine iron(III)